octahydro-1H-isoindole C1NCC2CCCCC12